tert-butyl 4-(6-(1,5-dimethyl-6-oxo-1,6-dihydropyridin-3-yl)-1-(2-(trifluoromethoxy) ethyl)-1H-benzo[d]imidazol-2-yl)-[1,4'-bipiperidine]-1'-carboxylate CN1C=C(C=C(C1=O)C)C=1C=CC2=C(N(C(=N2)C2CCN(CC2)C2CCN(CC2)C(=O)OC(C)(C)C)CCOC(F)(F)F)C1